2-[6-[3-(1,1-Difluoroethyl)-4-fluoro-phenyl]pyrazolo[4,3-b]pyridin-1-yl]-N,N-dimethyl-acetamide FC(C)(F)C=1C=C(C=CC1F)C=1C=C2C(=NC1)C=NN2CC(=O)N(C)C